C[C@H]1[C@@H]([C@H]([C@H]([C@@H](O1)O)O)O[C@@H]2[C@@H]([C@H]([C@@H]([C@H](O2)CO)O)O)O)O The molecule is a glycosylrhamnose consisting of alpha-L-rhamnose having an alpha-D-glucosyl residue attached at the 3-position. It has a role as an epitope.